ethyl 4-amino-1-methyl-1H-imidazole-2-carboxylate NC=1N=C(N(C1)C)C(=O)OCC